C(CCCCCCCCCCCCCCC)(=O)[O-].C(CCCCCCCCCCCCCCC)(=O)[O-].C(CCCCCCCCCCCCCCC)(=O)[O-].[Al+3] aluminum trishexadecanoate